3,5-difluoro-4-(3-(1-methyl-1H-pyrazol-4-yl)-1-((2-(trimethylsilyl)ethoxy)methyl)-1H-pyrazolo[3,4-c]Pyridin-5-yl)benzoic acid methyl ester COC(C1=CC(=C(C(=C1)F)C=1C=C2C(=CN1)N(N=C2C=2C=NN(C2)C)COCC[Si](C)(C)C)F)=O